4-[5-(aminomethyl)-1,3-oxazol-2-yl]-3-(5-cyclopropyl-2-methylpyrazol-3-yl)oxybenzonitrile NCC1=CN=C(O1)C1=C(C=C(C#N)C=C1)OC=1N(N=C(C1)C1CC1)C